FC(C=1C=C(COC2CCN(CC2)C(=O)N2N=C(C=C2)C(=O)O)C=CC1)(F)F 1-(4-((3-(trifluoromethyl)benzyl)oxy)piperidine-1-carbonyl)-1H-pyrazole-3-carboxylic acid